BrC1=CC(=NC=C1)C(=O)OC\C=C(\CCC=C(C)C)/C (E)-3,7-dimethylocta-2,6-dien-1-yl 4-bromopicolinate